ethyl (5S)-5-[[5-(difluoromethyl)-2-methyl-pyrazol-3-yl]carbamothioylamino]-2-[trans-(3-fluorocyclobutanecarbonyl)amino]-4,5,6,7-tetrahydrobenzothiophene-3-carboxylate FC(C=1C=C(N(N1)C)NC(=S)N[C@H]1CCC2=C(C(=C(S2)NC(=O)[C@@H]2C[C@H](C2)F)C(=O)OCC)C1)F